2-(9-oxo-thioxanthen-2-yl)propionic acid O=C1C2=CC=CC=C2SC=2C=CC(=CC12)C(C(=O)O)C